4-chloro-2-(1-methyl-1H-imidazol-2-yl)-5,6-di(pyridin-4-yl)pyrrolo[2,1-f][1,2,4]triazine ClC1=NC(=NN2C1=C(C(=C2)C2=CC=NC=C2)C2=CC=NC=C2)C=2N(C=CN2)C